OC=1C(C(OC1C)C)=O 4-Hydroxy-2,5-dimethyl-3(2h)-furanone